CC1=C(N)C=CC=C1F 2-Methyl-3-fluoroaniline